5-(N-(2-(4-(3-bromothiophene-2-carbonyl)piperazin-1-yl)phenyl)-N-phenethylsulfamoyl)benzo[b]thiophene-2-carboxylic acid BrC1=C(SC=C1)C(=O)N1CCN(CC1)C1=C(C=CC=C1)N(S(=O)(=O)C1=CC2=C(SC(=C2)C(=O)O)C=C1)CCC1=CC=CC=C1